dimethyl-N'-(2-amino-5-(4-trifluoromethylphenyl)thiazol-4-yl-methyl)ethylenediamine CN(CCNCC=1N=C(SC1C1=CC=C(C=C1)C(F)(F)F)N)C